CC1=C(C=CC(=C1)C)C1=NC(=NN1)SCC1=NC=CC=C1 2-(((5-(2,4-dimethylphenyl)-1H-1,2,4-triazol-3-yl)thio)methyl)pyridine